OC1=CC=C2C=CC=NC2=C1C=O 7-HYDROXYQUINOLINE-8-CARBALDEHYDE